5-amino-N-((1S,4R)-7-bromo-1-methylisochroman-4-yl)-N-methyl-6,8-dihydro-1H-furo[3,4-d]pyrrolo[3,2-b]pyridine-2-carboxamide NC1=C2C(=C3C(=N1)C=C(N3)C(=O)N(C)[C@H]3CO[C@H](C1=CC(=CC=C31)Br)C)COC2